OC1=CC=C(C=C1)/C(=C\1/C(NC2=CC=C(C=C12)C(=O)OC)=O)/NC1=CC=C(C=C1)N(C(CN1CCN(CC1)C)=O)C Methyl (Z)-3-((4-hydroxyphenyl)((4-(N-methyl-2-(4-methylpiperazin-1-yl)acetamido)phenyl)amino)methylene)-2-oxoindoline-5-carboxylate